5-(Difluoromethoxy)-2-[2-[[(3R)-1-ethyl-3-piperidyl]amino]oxazolo[4,5-b]pyridin-5-yl]-3-methyl-phenol FC(OC=1C=C(C(=C(C1)O)C1=CC=C2C(=N1)N=C(O2)N[C@H]2CN(CCC2)CC)C)F